3,5-DIMETHYL-1,1'-BIPHENYL CC=1C=C(C=C(C1)C)C1=CC=CC=C1